1-[4-(4-aminopiperidin-1-yl)phenyl]-1,3-diazinane-2,4-dione NC1CCN(CC1)C1=CC=C(C=C1)N1C(NC(CC1)=O)=O